(S)-3-(3-((2R,3R)-2-(4-(2H-1,2,3-triazol-2-yl)phenyl)-4,4,4-trifluoro-3-methylbutyrylamino)-4-chlorophenyl)-3-cyclopropylpropionic acid N=1N(N=CC1)C1=CC=C(C=C1)[C@H](C(=O)NC=1C=C(C=CC1Cl)[C@@H](CC(=O)O)C1CC1)[C@H](C(F)(F)F)C